1-(3-chloro-5-fluorophenyl)-5,7-difluoro-3-(trifluoromethyl)-4,5,6,7-tetrahydro-1H-indol-4-ol ClC=1C=C(C=C(C1)F)N1C=C(C=2C(C(CC(C12)F)F)O)C(F)(F)F